2-cyclopropyl-1-((1R,3s,5S)-3-(methyl(4-((5-methyl-1H-pyrazol-3-yl)amino)-6-(tetrahydrofuran-3-yl)pyrimidin-2-yl)amino)-9-azabicyclo[3.3.1]nonan-9-yl)ethan-1-one C1(CC1)CC(=O)N1[C@H]2CC(C[C@@H]1CCC2)N(C2=NC(=CC(=N2)NC2=NNC(=C2)C)C2COCC2)C